(2R,3R,4S)-2,3,4-tris(benzyloxy)-5-oxohexanal C(C1=CC=CC=C1)O[C@@H](C=O)[C@H]([C@@H](C(C)=O)OCC1=CC=CC=C1)OCC1=CC=CC=C1